CC1=C(C=CC(=C1)S(=O)(=O)CC2=C(N=C(S2)C3=CC=C(C=C3)C(F)(F)F)C)OCC(=O)O The molecule is a sulfone resulting from the oxidation of the sulfur attached to one of the phenyl groups of GW 501516. It is a urinary metabolite of GW 501516 (a failed drug candidate and gene doping agent whose use by athletes has been prohibited by the World Anti-Doping Agency), so detection of the sulfone in sports drugs testing can be used to prove GW 501516 doping. It is a sulfone, a member of 1,3-thiazoles, an aromatic ether, a monocarboxylic acid and an organofluorine compound. It derives from a GW 501516 sulfoxide and a GW 501516.